N-(1H-benzimidazol-2-yl)-3-(4-fluorophenyl)-1H-pyrazole-4-carboxamide N1C(=NC2=C1C=CC=C2)NC(=O)C=2C(=NNC2)C2=CC=C(C=C2)F